CN(CCCNC(=O)C1CCN(CC1)C=1C=2C(C=NC1)=CN(N2)C2=CC=C(C=C2)C)C N-(3-(dimethylamino)propyl)-1-(2-(p-tolyl)-2H-pyrazolo[4,3-c]pyridin-7-yl)piperidine-4-carboxamide